α-methyl-2,3-diaminopropionic acid CC(C(=O)O)(CN)N